methyl 6-chloro-4-(3-(furan-2-yl)propyl)-7-methoxy-3,4-dihydro-2H-benzo[b][1,4]oxazine-8-carboxylate ClC1=CC2=C(OCCN2CCCC=2OC=CC2)C(=C1OC)C(=O)OC